dimethylsilylenebis(fluorenyl)hafnium C[Si](=[Hf](C1=CC=CC=2C3=CC=CC=C3CC12)C1=CC=CC=2C3=CC=CC=C3CC12)C